(1R,5S)-N-[(1S)-1-cyano-2-(6,6-dimethyl-2-oxo-3-piperidyl)ethyl]-3-[(2S)-3,3-dimethyl-2-[(2,2,2-trifluoroacetyl)amino]butanoyl]-6,6-dimethyl-3-azabicyclo[3.1.0]hexane-2-carboxamide C(#N)[C@H](CC1C(NC(CC1)(C)C)=O)NC(=O)C1[C@H]2C([C@H]2CN1C([C@H](C(C)(C)C)NC(C(F)(F)F)=O)=O)(C)C